BrC=1C(NC=C(N1)Br)=O 3,5-dibromopyrazine-2(1H)-one